6-chloro-1,2,3,4-tetrahydroisoquinolin ClC=1C=C2CCNCC2=CC1